1-Fluoro-4-(Vinylsulfonyl)Benzene FC1=CC=C(C=C1)S(=O)(=O)C=C